1-methyl-5-(2-(5-(trifluoromethyl)-1H-imidazol-2-yl)pyridin-4-yloxy)-N-(4-(trifluoromethyl)phenyl)-1H-benzo[d]imidazol-2-amine CN1C(=NC2=C1C=CC(=C2)OC2=CC(=NC=C2)C=2NC(=CN2)C(F)(F)F)NC2=CC=C(C=C2)C(F)(F)F